2-(2-methoxy-7-methylquinoxalin-5-yl)-4-methyl-6-((2-phenyl-1H-imidazol-5-yl)methoxy)benzo[d]thiazole COC1=NC2=CC(=CC(=C2N=C1)C=1SC2=C(N1)C(=CC(=C2)OCC2=CN=C(N2)C2=CC=CC=C2)C)C